8-(5-((1H-imidazol-1-yl)methyl)-[1,2,4]triazolo[1,5-a]pyridin-8-yl)-N-((5-fluoro-2,3-Dihydrobenzofuran-4-yl)methyl)-[1,2,4]triazolo[4,3-c]pyrimidin-5-amine N1(C=NC=C1)CC1=CC=C(C=2N1N=CN2)C=2C=1N(C(=NC2)NCC2=C(C=CC3=C2CCO3)F)C=NN1